heptanoyl-acetone C(CCCCCC)(=O)CC(C)=O